C1(CCCC2CCCCC12)(N)N decalindiamine